C(C)(C)(C)OC(=O)N(C1=C(C(=O)OC)C=CC(=C1)[N+](=O)[O-])C(=O)OC(C)(C)C methyl 2-(bis(tert-butoxycarbonyl) amino)-4-nitrobenzoate